2-Methyl-4-(3-oxo-3-phenylprop-1-enyl)benzoic acid CC1=C(C(=O)O)C=CC(=C1)C=CC(C1=CC=CC=C1)=O